ClC=1N=C(C(=NC1)C(=O)OC)C methyl 5-chloro-3-methyl-pyrazin-2-carboxylate